Cl.NC=1C(=NC(=C(N1)N)Cl)C(=O)NC(NCCC1CCCC1)=N 3,5-Diamino-6-chloro-N-[N-(2-cyclopentylethyl)carbamimidoyl]pyrazine-2-carboxamide hydrochloride